1-methoxy-2-propanyl acetate C(C)(=O)OC(COC)C